C1(CC(C(CC1)C(C)C)OC(C(O)C)=O)C Menthyllactat